C(#N)/C(/C(=O)NC=1N=C(C2=C(N1)CCS(C2)(=O)=O)C)=C(\C=2C=NOC2C)/O (Z)-2-cyano-3-hydroxy-N-(4-methyl-6,6-dioxo-7,8-dihydro-5H-thiopyrano[4,3-d]pyrimidin-2-yl)-3-(5-methylisoxazol-4-yl)acrylamide